Oleic acid oxide C(CCCCCCCC1C(CCCCCCCC)O1)(=O)O